(1-(fluoromethyl)cyclopropyl)methylamine 2,2,2-trifluoroacetate FC(C(=O)O)(F)F.FCC1(CC1)CN